tert-butyl 3-[3-(2-methoxy-1,1-dimethyl-2-oxo-ethyl)phenoxy]azetidine-1-carboxylate COC(C(C)(C)C=1C=C(OC2CN(C2)C(=O)OC(C)(C)C)C=CC1)=O